C(C)(C)(C)OC(N[C@@H]1C2=CC=CC=C2CC12CCN(CC2)C2=NC(=CC(=C2)I)C)=O (S)-(1'-(4-iodo-6-methylpyridin-2-yl)-1,3-dihydrospiro[indene-2,4'-piperidin]-1-yl)carbamic acid tert-butyl ester